ethyl 2-[3,5-dimethyl-4-(4,4,5,5-tetramethyl-1,3,2-dioxaborolan-2-yl)pyrazol-1-yl]acetate CC1=NN(C(=C1B1OC(C(O1)(C)C)(C)C)C)CC(=O)OCC